N-(2-((5-cyano-4-((2-isopropoxyphenyl)amino)pyrimidin-2-yl)amino)-5-(4,4-difluoro-[1,4-bipiperidin]-1'-yl)phenyl)acrylamide C(#N)C=1C(=NC(=NC1)NC1=C(C=C(C=C1)N1CCC(CC1)N1CCC(CC1)(F)F)NC(C=C)=O)NC1=C(C=CC=C1)OC(C)C